3-(2-{2-[(6-methoxy-2-methyl-1,2,3,4-tetrahydroisoquinolin-7-yl)amino]quinazolin-7-yl}-4-methylphenyl)-1,3-oxazolidin-2-one COC=1C=C2CCN(CC2=CC1NC1=NC2=CC(=CC=C2C=N1)C1=C(C=CC(=C1)C)N1C(OCC1)=O)C